CC1(N(CCC1)CC(=O)NC=1C=C(C(=NC1)C)NC(=O)C=1N=NN2C1C=CC(=C2)C=2C=NN(C2)CCO)C N-(5-(2-(2,2-dimethylpyrrolidin-1-yl)acetamido)-2-methylpyridin-3-yl)-6-(1-(2-hydroxyethyl)-1H-pyrazol-4-yl)-[1,2,3]triazolo[1,5-a]pyridine-3-carboxamide